2,2-dimethyl-1,3-dioxane-4-acetate CC1(OCCC(O1)CC(=O)[O-])C